2-methyl-N-(1-(tetrahydro-2H-pyran-4-yl)ethyl)propane-2-sulfinamide CC(C)(C)S(=O)NC(C)C1CCOCC1